N-(1-(4-chlorophenyl)-2,2,2-trifluoroethyl)-1-cyclopropyl-N-methyl-6-oxo-1,6-dihydropyridazine-4-sulfonamide ClC1=CC=C(C=C1)C(C(F)(F)F)N(S(=O)(=O)C=1C=NN(C(C1)=O)C1CC1)C